3-oxo-4-((1-phenylazetidin-3-yl)methyl)-3,4-dihydro-2H-benzo[b][1,4]thiazine-6-carboxylic acid O=C1N(C2=C(SC1)C=CC(=C2)C(=O)O)CC2CN(C2)C2=CC=CC=C2